di-tert-butyl-1,1'-(6-hydroxyundecane-1,11-diyl)-bis-(cyclopropane-1-carboxylate) C(C)(C)(C)OC(=O)C1(CC1)CCCCCC(CCCCCC1(CC1)C(=O)OC(C)(C)C)O